tert-butyl((1S,3S)-3-isothiocyanatocyclobutoxy)dimethylsilane C(C)(C)(C)[Si](C)(C)OC1CC(C1)N=C=S